(R)-N-(8,9-difluoro-6-oxo-1,4,5,6-tetrahydro-2H-pyrano[3,4-c]isoquinolin-1-yl)-N-methyl-2-phenylacrylamide FC=1C(=CC=2C3=C(NC(C2C1)=O)COC[C@@H]3N(C(C(=C)C3=CC=CC=C3)=O)C)F